BrC1=CC=C(OC2=C(N=NN2COCC[Si](C)(C)C)C(=O)OC)C=C1 methyl 5-(4-bromophenoxy)-1-((2-(trimethylsilyl)ethoxy)methyl)-1H-1,2,3-triazole-4-carboxylate